C(=S)(SCC1=CC=CC=C1)[S-] benzyl carbonotrithioate